(1S)-1-(4-bromophenyl)-2,2,2-trifluoro-N-methyl-ethanamine BrC1=CC=C(C=C1)[C@@H](C(F)(F)F)NC